COC1=CC=C(C=C1)CN(S(=O)(=O)C1=CC(=C(C=C1)NCCSC1=CC=CC=C1)C)CC1=CC=C(C=C1)OC N,N-bis[(4-methoxyphenyl)methyl]-3-Methyl-4-(2-phenylsulfanylethylamino)benzenesulfonamide